1H-terazole N1C(=CC=C1)C1=NC=CC1=C1N=CC=C1